N-[[4-[4-(trifluoromethoxy)phenyl]-6,7-dihydrofuro[3,2-d]pyrimidin-2-yl]methyl]prop-2-enamide FC(OC1=CC=C(C=C1)C=1C2=C(N=C(N1)CNC(C=C)=O)CCO2)(F)F